[I+].[NH4+] Ammonium iodine